OC=1C=NC2=C(C=C(C=C2C1)OC(F)(F)F)N1C[C@@H](N(C[C@@H]1C)C1=CC(N(C=2C=CC(=NC12)C#N)C)=O)C |&1:21| 8-((2S,SR)-4-(3-hydroxy-6-(trifluoromethoxy)quinolin-8-yl)-2,5-dimethylpiperazin-1-yl)-5-methyl-6-oxo-5,6-dihydro-1,5-naphthyridine-2-carbonitrile